2-(ethylamino)ethanone C(C)NCC=O